bis(fluorosulfonyl)aminolithium FS(=O)(=O)N(S(=O)(=O)F)[Li]